NCCOCCOCCC(=O)NC1=C(C(=O)NC=2SC(=C(N2)C)C)C=CC(=C1)C 2-(3-(2-(2-aminoethoxy)ethoxy)propionylamino)-N-(4,5-dimethylthiazol-2-yl)-4-methylbenzamide